OC=1C=C2C=C(COC2=CC1)C(=O)O 6-hydroxy-2H-chromene-3-carboxylic acid